CCCCC/C=C\CC(C(CCCCCCCC(=O)O)O)O 9,10-dihydroxy-12Z-octadecenoic acid